triethylene glycol di(2-ethyl pentanoate) C(C)C(C(=O)OCCOCCOCCOC(C(CCC)CC)=O)CCC